(R)-2-(2-(6-oxaspiro[2.5]octan-1-yl)-2H-pyrazolo[3,4-b]pyrazin-6-yl)-3-methyl-5-(trifluoromethyl)phenol [C@H]1(CC12CCOCC2)N2N=C1N=C(C=NC1=C2)C2=C(C=C(C=C2C)C(F)(F)F)O